6-bromo-4-chloro-7-((2-(trimethylsilyl)ethoxy)methyl)-7H-pyrrolo[2,3-d]Pyrimidine BrC1=CC2=C(N=CN=C2Cl)N1COCC[Si](C)(C)C